dimethyl-2,3-dioleoylpropyl-ammonium bromide [Br-].C[NH+](CC(CC(CCCCCCC\C=C/CCCCCCCC)=O)C(CCCCCCC\C=C/CCCCCCCC)=O)C